(S)-2-((tert-Butoxycarbonyl)(methyl)amino)-3-cyclohexylpropionic acid C(C)(C)(C)OC(=O)N([C@H](C(=O)O)CC1CCCCC1)C